(S)-N-((S)-1-(5-(((S)-1,1-dimethyl-2,3-dihydro-1H-inden-2-yl)amino)pyridin-2-yl)-2,2,2-trifluoroethyl)-N-methylpyrrolidine-3-carboxamide CC1([C@H](CC2=CC=CC=C12)NC=1C=CC(=NC1)[C@@H](C(F)(F)F)N(C(=O)[C@@H]1CNCC1)C)C